CC=1C(N2[C@H]([C@H](CCC2=CC1)NS(=O)(=O)C)COC1CCC(CC1)C1=CC=CC=C1)=O |r| rac-N-[(3S,4R)-7-methyl-6-oxo-4-({[(1S,4S)-4-phenylcyclohexyl]oxy}methyl)-1,3,4,6-tetrahydro-2H-quinolizin-3-yl]methanesulfonamide